NC1=CC=C(C=C1)N1C(N(C(C1(C)C)=O)C1=CC(=C(C#N)C=C1)C(F)(F)F)=S 4-[3-(4-aminophenyl)-4,4-dimethyl-5-oxo-2-thioxoimidazolidin-1-yl]-2-trifluoromethylbenzonitrile